FC(C=1C=NC=2CCN(CC2C1)C=O)(F)F [3-(trifluoromethyl)-7,8-dihydro-5H-1,6-naphthyridin-6-yl]-methanone